tert-butyl-2-Benzyl-3-oxoazepane-1-carboxylate C(C)(C)(C)OC(=O)N1C(C(CCCC1)=O)CC1=CC=CC=C1